3,4-dihydropyrido[4,3-d][1,2]diazin-4-one C1=NNC(C2=C1C=CN=C2)=O